C1(=CC=CC=C1)CC(=O)OC[C@H]1O[C@]([C@@H]([C@@H]1O)O)(C1=CC=C2C(=NC=NN21)NC(=O)OCCCCC)C#N ((2R,3S,4R,5R)-5-cyano-3,4-dihydroxy-5-(4-(((pentyloxy)carbonyl)amino)pyrrolo[2,1-f][1,2,4]triazin-7-yl)tetrahydrofuran-2-yl)methyl 2-phenylacetate